Cl.FC1=CC=C(C=C1)NC(=N)NC(=N)N (4-fluoro)phenyl-Biguanide Hydrochloride